5-amino-2-bromo-N-(2-(pyridin-2-yl)ethyl)benzenesulfonamide NC=1C=CC(=C(C1)S(=O)(=O)NCCC1=NC=CC=C1)Br